C1(CC1)CC1=C(C(=NN1C=1SC=C(N1)C(=O)O)C1=CC(=CC=C1)C1=NC=C(C=N1)C(C)C)CC1=CC(=C(C=C1)S(N)(=O)=O)F 2-[5-(cyclopropylmethyl)-4-[(3-fluoro-4-sulfamoylphenyl)methyl]-3-[3-(5-isopropylpyrimidin-2-yl)phenyl]pyrazol-1-yl]-1,3-thiazole-4-carboxylic acid